methyl 2-[2-(difluoromethoxy)pyridin-4-yl]acetate FC(OC1=NC=CC(=C1)CC(=O)OC)F